2,6-di-tert-butyl-3-phenylphenol C(C)(C)(C)C1=C(C(=CC=C1C1=CC=CC=C1)C(C)(C)C)O